ClC1=CC(=C(C(=C1)F)C1=C(C(N(N1C)C1=CC=CC=C1)=O)NC(C1=CC=C(C=C1)OC(F)(F)F)=O)F N-[5-(4-chloro-2,6-difluorophenyl)-1-methyl-3-oxo-2-phenyl-2,3-dihydro-1H-pyrazol-4-yl]-4-(trifluoromethoxy)benzamide